C(C)(C)(C)OC(N[C@@H]1CN(CCC1)C=1C=NC(=CC1)Cl)=O N-[(3S)-1-(6-Chloropyridin-3-yl)piperidin-3-yl]carbamic acid tert-butyl ester